S(=O)(=O)(OCF)OC(F)(F)F (fluoromethyl) (trifluoromethyl) sulfate